4-nitro-2'-(trifluoromethyl)-[1,1'-biphenyl]-3-ol [N+](=O)([O-])C1=C(C=C(C=C1)C1=C(C=CC=C1)C(F)(F)F)O